[Cl-].C(CCCCCCCCCCCCC)C[N+](C)(C)CC myristyl-ethyl-trimethyl-ammonium chloride